C(C)N1C(C2=CC(=C(C=C2C(=C1)F)C=1N=NC(=CN1)N([C@@H]1[C@@H](C2CC[C@@H](C1)N2C(=O)OC(C)(C)C)F)C)O)=O tert-butyl (2S,3S,5S)-3-{[3-(2-ethyl-4-fluoro-7-hydroxy-1-oxoisoquinolin-6-yl)-1,2,4-triazin-6-yl] (methyl)amino}-2-fluoro-8-azabicyclo[3.2.1]octane-8-carboxylate